2-(4-chlorophenyl)-1-ethyl-4-oxo-6-[[3-(trifluoromethyl)pyrazol-1-yl]methyl]pyridine-3-carboxylic acid ClC1=CC=C(C=C1)C=1N(C(=CC(C1C(=O)O)=O)CN1N=C(C=C1)C(F)(F)F)CC